thiazolo[4,5-c]pyridin-2-ylmethanamine hydrochloride Cl.S1C(=NC=2C=NC=CC21)CN